(S)-8-(3-fluorophenyl)-3-(1-hydroxypropan-2-yl)-6-(6-(trifluoromethyl)pyridin-3-yl)pyrido[3,4-d]pyrimidin-4(3H)-one FC=1C=C(C=CC1)C1=NC(=CC2=C1N=CN(C2=O)[C@H](CO)C)C=2C=NC(=CC2)C(F)(F)F